CCCCCCCCC/C=C\CCCCCCCC(=O)O[C@H](COC(=O)CCCCCCC/C=C\CCCCCCCC)COP(=O)([O-])OCC[N+](C)(C)C 1-(9Z-octadecenoyl)-2-(9Z-nonadecenoyl)-glycero-3-phosphocholine